N-(4-(2-(2,2-difluoroacetyl)hydrazine-1-carbonyl)-2-fluorobenzyl)-N-(pyrimidin-5-yl)methanesulfonamide FC(C(=O)NNC(=O)C1=CC(=C(CN(S(=O)(=O)C)C=2C=NC=NC2)C=C1)F)F